C1(CCCC1)NC=1C=C(C=C2C(=C(NC12)C1=CC=CC=C1)/C=C/C(=O)C1=CC=CC=C1)COCC (E)-3-(7-(cyclopentylamino)-5-(ethoxymethyl)-2-phenyl-1H-indol-3-yl)-1-phenylprop-2-en-1-one